butyl (S)-methyl(pyrrolidin-3-yl)carbamate CN(C(OCCCC)=O)[C@@H]1CNCC1